ClC=1C=C(C=CC1OC)C=1C=C2C(=NC1)NN=C2 5-(3-Chloro-4-methoxyphenyl)-1H-pyrazolo[3,4-b]pyridine